1-(6-chloropyridin-3-yl)-2-methylpropan-1-one ClC1=CC=C(C=N1)C(C(C)C)=O